F[B-](F)(F)F.F[N+]1=C(C=C(C=C1C)C)C 1-fluoro-2,4,6-trimethylpyridin-1-ium tetrafluoroborate